N-(2-((5-bromo-2-((2-(4-(4-methylpiperazin-1-yl)piperidin-1-yl)quinolin-6-yl)amino)pyrimidin-4-yl)amino)-5-fluorophenyl)methanesulfonamide BrC=1C(=NC(=NC1)NC=1C=C2C=CC(=NC2=CC1)N1CCC(CC1)N1CCN(CC1)C)NC1=C(C=C(C=C1)F)NS(=O)(=O)C